2-[2-hydroxy-5-(2-methacryloyloxyethyl)phenyl]-2H-1,2,3-benzotriazole OC1=C(C=C(C=C1)CCOC(C(=C)C)=O)N1N=C2C(=N1)C=CC=C2